ClC1=C(C(=O)NCC(=O)OC)C=C(C(=C1)F)N1C(N(C(N(C1=O)C)=S)C)=O Methyl 2-[[2-chloro-5-(3,5-dimethyl-2,6-dioxo-4-thioxo-1,3,5-triazinan-1-yl)-4-fluoro-benzoyl]amino]acetate